ClC=1C(=NC=C(C(=O)NCC2=C3C=NNC3=CC=C2C2CC2)C1)OCC 5-chloro-N-((5-cyclopropyl-1H-indazol-4-yl)methyl)-6-ethoxynicotinamide